1-(4-(furan-2-yl)benzyl)-3-phenethyl-3-(tetrahydrofuran-2-yl)pyrrolidine O1C(=CC=C1)C1=CC=C(CN2CC(CC2)(C2OCCC2)CCC2=CC=CC=C2)C=C1